FC1=CC=C(C=C1)C=1C=C2C(=NC=NC2=C(C1)OC)NC1CC(N(CC1)C)=O 4-[[6-(4-fluorophenyl)-8-methoxy-quinazolin-4-yl]amino]-1-methyl-piperidin-2-one